ClCC(=O)N1CC(C1)F 2-chloro-1-(3-fluoroazetidin-1-yl)ethanone